9,9-bis(benzylcarboxymethyl)fluorene (3-methoxy-4,1-phenylene) bis(1,4-dihydropyridine-3,5-dicarboxylate) N1C=C(CC(=C1)C(=O)O)C(=O)OC1=C(C=C(C=C1)OC(=O)C1=CNC=C(C1)C(=O)O)OC.C(C1=CC=CC=C1)C(C1(C2=CC=CC=C2C=2C=CC=CC12)C(C(=O)O)CC1=CC=CC=C1)C(=O)O